C(C)(C)(CC)C1=CC=C(C=C1)O 4-tertpentylphenol